O(C1=CC=CC=C1)C1=CC=C(C=C1)C1=NN(C2=NC=NC=C21)C2CC1(CN(C1)C(C#CC)=O)C2 1-(6-(3-(4-phenoxyphenyl)-1H-pyrazolo[3,4-d]pyrimidin-1-yl)-2-azaspiro[3.3]heptan-2-yl)but-2-yn-1-one